8-chloro-N-[3-fluoro-5-[2-[1-(trifluoromethyl)cyclopropyl]ethynyl]phenyl]-N-methyl-imidazo[1,5-a]quinazolin-5-amine ClC1=CC=C2C(=NC=3N(C2=C1)C=NC3)N(C)C3=CC(=CC(=C3)C#CC3(CC3)C(F)(F)F)F